(R)-1-(((6-(2-chloro-3-(2-(4-((((S)-2-hydroxypropyl)amino)methyl)-3-methoxyphenyl)-3-methylpyridin-4-yl)phenyl)-2-methoxypyridin-3-yl)methyl)amino)propan-2-ol ClC1=C(C=CC=C1C1=C(C(=NC=C1)C1=CC(=C(C=C1)CNC[C@H](C)O)OC)C)C1=CC=C(C(=N1)OC)CNC[C@@H](C)O